COC1=CC=C(OC=2C=CC(=C(C2)S(=O)(=O)Cl)[N+](=O)[O-])C=C1 5-(4-methoxyphenoxy)-2-nitrobenzene-1-sulfonyl chloride